C1(CC1)C(C(C(=O)OCC)=O)=CN(C)C ethyl 3-cyclopropyl-4-(dimethylamino)-2-oxobut-3-enoate